C(C)(C)(C)OC(=O)N1CC=C(CC1)C=1C=C2C(=CNC2=CC1Cl)C(C)C 4-(6-chloro-3-isopropyl-1H-indol-5-yl)-5,6-dihydropyridine-1(2H)-carboxylic acid tert-butyl ester